C(N)(=O)C1=C(C=CC=C1)NC(=O)C1CCN(CC1)C(=O)OC(C)(C)C tert-butyl 4-((2-carbamoylphenyl)carbamoyl)piperidine-1-carboxylate